FC(C(C(C(F)(F)F)(F)F)(F)F)(S(=O)(=O)O)F.CS(=O)(=O)N1CCC(CC1)N1CN=CC2=CC=CC(=C12)N1CC2(C1)CNCC2 N-(1-(methyl-sulfonyl)piperidin-4-yl)-8-(2,6-diazaspiro[3.4]octan-2-yl)quinazolin Perfluorobutanesulfonate